N-(phenyl-d5)dibenzo[b,d]Furan-4-amine C1(=C(C(=C(C(=C1[2H])[2H])[2H])[2H])[2H])NC1=CC=CC2=C1OC1=C2C=CC=C1